C(CCN)CC(C(=O)NC(CCCCN)C(=O)NC(CCCCN)C(=O)NC(CCCCN)C(=O)NC(CCCCN)C(=O)O)N penta-L-Lysine